COC1=CC=2N=CN=C(C2N=C1O[C@@H](C)C=1N=COC1)C=1C(=NN(C1)C)C1=CC=CC=C1 (S)-4-(1-((7-methoxy-4-(1-methyl-3-phenyl-1H-pyrazol-4-yl)pyrido[3,2-d]pyrimidin-6-yl)oxy)ethyl)oxazole